N-(2-(2-bromoethoxy)ethyl)-5-methylbenzo[d]thiazol-6-amine BrCCOCCNC1=CC2=C(N=CS2)C=C1C